BrC=1C=C(C=CC1F)NC(=NO)C1=NON=C1NCCCS(NN1CCCC1)(=O)=O N-(3-bromo-4-fluorophenyl)-N'-hydroxyl-4-((3-(pyrrolidin-1-ylsulfamoyl)propyl)amino)-1,2,5-oxadiazol-3-formamidine